FC1(CCC(CC1)NC(=O)C1=CC2=C(C(N(C=C2C2=C(C(N(C=C2)C)=O)OC2=C(C=CC=C2C)C)C)=O)N1)F N-(4,4-difluorocyclohexyl)-4-(3-(2,6-dimethylphenoxy)-1-methyl-2-oxo-1,2-dihydropyridin-4-yl)-6-methyl-7-oxo-6,7-dihydro-1H-pyrrolo[2,3-c]pyridine-2-carboxamide